(S)-(3,3-difluorocyclobutyl)(6-(2-methyl-1,3-benzoxazol-6-yl)thieno[2,3-b]pyridin-2-yl)methanol FC1(CC(C1)[C@H](O)C1=CC=2C(=NC(=CC2)C2=CC3=C(N=C(O3)C)C=C2)S1)F